BrC=1C(=NC(=NC1)NC1=C(C=C(C(=C1)C=1C=NN(C1)C)N1CCC(CC1)N1CCNCC1)OC)NC1=C(C2=CC=CC=C2C=C1)P(C)(C)=O (2-((5-bromo-2-((2-methoxy-5-(1-methyl-1H-pyrazol-4-yl)-4-(4-(piperazin-1-yl)piperidin-1-yl)phenyl)amino)pyrimidin-4-yl)amino)naphthalen-1-yl)dimethylphosphine oxide